tert-butyl (2R,4S)-4-(3-bromo-4-carbamoyl-5-[[3-(morpholin-4-yl)propyl]amino]pyrazol-yl)-2-(methoxymethyl)pyrrolidine-1-carboxylate BrC1=NN(C(=C1C(N)=O)NCCCN1CCOCC1)[C@H]1C[C@@H](N(C1)C(=O)OC(C)(C)C)COC